NC1=C(C2=C(N=C(N=C2)C)N1C1=C(C(=CC=C1C)OC)Cl)C(=O)N 6-amino-7-(2-chloro-3-methoxy-6-methylphenyl)-2-methylpyrrolo[2,3-d]pyrimidine-5-carboxamide